2-[3-Cyclopropyl-5-(trifluoromethyl)pyrazol-1-yl]-1-[(2S,3S)-2-(2-chloro-3-methyl-phenyl)-3-[(3S)-3-hydroxypyrrolidin-1-yl]pyrrolidin-1-yl]ethanone C1(CC1)C1=NN(C(=C1)C(F)(F)F)CC(=O)N1[C@H]([C@H](CC1)N1C[C@H](CC1)O)C1=C(C(=CC=C1)C)Cl